ClC=1C=NC=C(C1[C@@H](C)OC=1C=C2C(=NN(C2=CC1)C1OCCCC1)NC(OC(C)(C)C)=O)Cl tert-Butyl (5-((R)-1-(3,5-dichloropyridin-4-yl)ethoxy)-1-(tetrahydro-2H-pyran-2-yl)-1H-indazol-3-yl)carbamate